2-(2-naphthyl)-1H-benzimidazole C1=C(C=CC2=CC=CC=C12)C1=NC2=C(N1)C=CC=C2